2-(3-(5-amino-6-((4-(cyanomethyl)phenyl)ethynyl)pyrazin-2-yl)-4-methylphenyl)-3,3,3-trifluoro-2-hydroxypropanamide NC=1N=CC(=NC1C#CC1=CC=C(C=C1)CC#N)C=1C=C(C=CC1C)C(C(=O)N)(C(F)(F)F)O